[Cl-].[Cl-].C[Si](=[Hf+2](C1C(=CC2=C(C=3CCCC3C=C12)C1=CC=C(C=C1)C(C)(C)C)C)C1C(=CC2=C(C(=C(C=C12)C(C)(C)C)OC)C1=CC=C(C=C1)C(C)(C)C)C)C Trans-dimethylsilanediyl-[2-methyl-4-(4-tert-butylphenyl)-5-methoxy-6-tert-butylinden-1-yl][2-methyl-4-(4-tert-butylphenyl)-1,5,6,7-tetrahydro-s-indacen-1-yl]hafnium dichloride